7-((3-fluoro-5-(4-hydroxy-piperidin-1-yl)pyridin-2-yl)amino)-4-(1-methyl-1H-pyrrolo[2,3-b]pyridin-4-yl)isoindolin-1-one FC=1C(=NC=C(C1)N1CCC(CC1)O)NC=1C=CC(=C2CNC(C12)=O)C1=C2C(=NC=C1)N(C=C2)C